3-(2-(4-((2-(9-(7-azaspiro[3.5]nonan-2-yl)-3,9-diazaspiro[5.5]undecane-3-yl)pyrimidin-4-yl)methoxy)phenyl)propan-2-yl)-5-chlorobenzonitrile C1C(CC12CCNCC2)N2CCC1(CCN(CC1)C1=NC=CC(=N1)COC1=CC=C(C=C1)C(C)(C)C=1C=C(C#N)C=C(C1)Cl)CC2